[Si](C1=CC=CC=C1)(C1=CC=CC=C1)(C(C)(C)C)OC[C@@H]1CO[C@@H](CN1C(=O)OC(C)(C)C)C(NC(C)(C)C1=CC(=C(C=C1)Cl)Cl)=O tert-butyl (2S,5S)-5-(((tert-butyldiphenylsilyl)oxy)methyl)-2-((2-(3,4-dichlorophenyl)propan-2-yl)carbamoyl)morpholine-4-carboxylate